4-(5-chloro-2-((1-methyl-1H-pyrazol-5-yl)amino)pyrimidin-4-yl)-N-(2-morpholinoethyl)thiophene-2-carboxamide ClC=1C(=NC(=NC1)NC1=CC=NN1C)C=1C=C(SC1)C(=O)NCCN1CCOCC1